Bis(4-maleimidophenyl) sulfon C1(C=CC(N1C1=CC=C(C=C1)S(=O)(=O)C1=CC=C(C=C1)N1C(C=CC1=O)=O)=O)=O